C(#N)C1=CC=C(C(=O)NC2(CCC2)C2=CC=C(C=C2)C=2C=NC(=CC2C(F)(F)F)OC)C=C1 4-cyano-N-(1-(4-(6-methoxy-4-(trifluoromethyl)pyridin-3-yl)phenyl)cyclobutyl)benzamide